[Ti].[Au].[Ni] nickel-gold-titanium